C[C@@]12C[C@@H]3C([C@@H]3C[C@H]2O1)(C)C (1S,3S,5R,7R)-3,8,8-trimethyl-4-oxatricyclo[5.1.0.03,5]octane